C(C)(C)(C)OC(=O)N1CCN(CC1)CC1=CC(=C(C=C1)C(=O)OC)OC 4-(3-Methoxy-4-(methoxycarbonyl)benzyl)piperazine-1-carboxylic acid tert-butyl ester